CCCCCCCCCCCCCCCCOCC(=O)COP(=O)([O-])[O-] The molecule is a 1-alkylglycerone 3-phosphate(2-) obtained by deprotonation of the phosphate OH groups of 1-palmitylglycerone 3-phosphate; major species at pH 7.3. It is a conjugate base of a 1-palmitylglycerone 3-phosphate.